5-chloro-4-(3-methyl-1H-pyrazol-1-yl)pyrimidine-2-carboxylic acid ClC=1C(=NC(=NC1)C(=O)O)N1N=C(C=C1)C